1-(2-(4-(4-chlorobenzyl)piperazine-1-carbonyl)-5-methylphenyl)ethanone ClC1=CC=C(CN2CCN(CC2)C(=O)C2=C(C=C(C=C2)C)C(C)=O)C=C1